butanoic anhydride C(CCC)(=O)OC(CCC)=O